NC1=NNC2=NC(=CC(=C21)OC)C2=CC=C(C=C2)NS(=O)(=O)C2=C(C=CC(=C2)OC)F N-(4-(3-amino-4-methoxy-1H-pyrazolo[3,4-b]pyridin-6-yl)phenyl)-2-fluoro-5-methoxybenzenesulfonamide